C(CCCCCC)[2H] n-heptane-d